COC=1C=C(C=CC1)CCNS(=O)(=O)C1=CC=C(C=C1)C N-(3-methoxyphenylethyl)-4-methylbenzenesulfonamide